CN1N=C(C2=CC=CC=C12)C(=O)O 1-methyl-indazole-3-carboxylic Acid